8-methoxy-4,4-dimethyl-2H,3H-pyrano[2,3-c]pyridine-6-carbaldehyde COC=1N=C(C=C2C1OCCC2(C)C)C=O